methyl 2-[3-methyl-7-[1-phenylethoxy]imidazo[1,2-a]pyridin-2-yl]acetate CC1=C(N=C2N1C=CC(=C2)OC(C)C2=CC=CC=C2)CC(=O)OC